2-(1-(4-cyanodibenzo[b,e][1,4]oxazepin-5(11H)-yl)ethyl)-5-hydroxy-N-(isoxazol-4-yl)-1-methyl-6-oxo-1,6-dihydropyrimidine-4-carboxamide C(#N)C1=CC=CC2=C1N(C1=C(OC2)C=CC=C1)C(C)C=1N(C(C(=C(N1)C(=O)NC=1C=NOC1)O)=O)C